NC1=NC=CC(=C1)C1=CC=C2C(N(C=NC2=C1)CC=1C=C(C(=O)NC2CCN(CC2)C)C=CC1)=O 3-((7-(2-Aminopyridin-4-yl)-4-oxoquinazolin-3(4H)-yl)methyl)-N-(1-methylpiperidin-4-yl)benzamide